Tert-butyl (N-(2-(2-(2,5-dihydrofuran-3-yl)-4-fluoro-6-isopropylphenyl)acetyl)-2-(2-hydroxypropan-2-yl)thiazole-5-sulfonimidoyl)carbamate O1CC(=CC1)C1=C(C(=CC(=C1)F)C(C)C)CC(=O)N=S(=O)(C1=CN=C(S1)C(C)(C)O)NC(OC(C)(C)C)=O